C(C(C)C)C1(C=C(C=C1)C)[Zr]C1(C=C(C=C1)C)CC(C)C bis(1-isobutyl-3-methylcyclopentadienyl)zirconium